7-bromo-2-(2,5-dimethyl-1H-pyrrol-1-yl)-8-methyl-[1,2,4]triazolo[1,5-a]pyridine BrC1=C(C=2N(C=C1)N=C(N2)N2C(=CC=C2C)C)C